NCC=1C=C(C(=NC1)F)N1C(NC(CC1)=O)=O 1-(5-(Aminomethyl)-2-fluoropyridin-3-yl)dihydropyrimidine-2,4(1H,3H)-dione